(R)-5-(6-(2-hydroxy-6-methyl-4-(trifluoromethyl)phenyl)-2H-pyrazolo[3,4-b]pyridin-2-yl)-1-methylpiperidin-2-one OC1=C(C(=CC(=C1)C(F)(F)F)C)C=1C=CC=2C(N1)=NN(C2)[C@@H]2CCC(N(C2)C)=O